ClC1=C(C=NN(C1=O)COCC[Si](C)(C)C)CCC=O 3-(5-chloro-6-oxo-1-((2-(trimethylsilyl)ethoxy)methyl)-1,6-dihydropyridazin-4-yl)propanal